CN(C(C=C)=O)CC N-methyl-N-ethylacryl-amide